1,4-cyclohexanedicarboxylic acid bis(2-hydroxyethyl) ester OCCOC(=O)C1CCC(CC1)C(=O)OCCO